o-trifluoromethyl-aniline FC(C1=C(N)C=CC=C1)(F)F